2-{[(1S)-1-(4-Chlorophenyl)ethyl]amino}-8-[4-(trifluoromethoxy)benzyl]pyrido[2,3-d]pyrimidin-7(8H)-on ClC1=CC=C(C=C1)[C@H](C)NC=1N=CC2=C(N1)N(C(C=C2)=O)CC2=CC=C(C=C2)OC(F)(F)F